C(C)(C)OC(=O)C=1C=CN2C=C(C=C2C1)C=1SC=CN1 2-(thiazol-2-yl)indolizine-7-carboxylic acid isopropyl ester